2,4,6-trimethylphenyl-(2-methylphenyl)iodonium triflate [O-]S(=O)(=O)C(F)(F)F.CC1=C(C(=CC(=C1)C)C)[I+]C1=C(C=CC=C1)C